1-(4-(2-((1-(1-hydroxy-2-methylpropan-2-yl)-1H-pyrazol-4-yl)amino)pyrimidin-4-yl)phenyl)imidazolidin-2-one OCC(C)(C)N1N=CC(=C1)NC1=NC=CC(=N1)C1=CC=C(C=C1)N1C(NCC1)=O